COC1=CC(=C(C=C1)C1=CC=C(C=C1)C1=CC=C(C=C1)OCCCCC)OCCN 2-((4-methoxy-4''-(pentyloxy)-[1,1':4',1''-terphenyl]-2-yl)oxy)ethan-1-amine